ethyl methyl (piperidin-4-ylmethyl)phosphite N1CCC(CC1)CP(OCC)(OC)[O-]